(4-(6-((4-cyano-2-fluorobenzyl)oxy)pyridin-2-yl)-2,5-difluorobenzyl)-1-(cis-4-methoxytetrahydrofuran-3-yl)-1H-benzo[d]imidazole-6-carboxylic acid C(#N)C1=CC(=C(COC2=CC=CC(=N2)C2=CC(=C(CC3=NC4=C(N3[C@@H]3COC[C@@H]3OC)C=C(C=C4)C(=O)O)C=C2F)F)C=C1)F